3-methyl-imidazo[4,5-b]pyridin CN1C=NC=2C1=NC=CC2